Diethylaminomethyl-trimethoxysilane C(C)N(CC)C[Si](OC)(OC)OC